S1C2=C(C=C1)C(=CC=C2)N2[C@@H](CN(CC2)CC[C@@H]2CC[C@H](CC2)NC(N(C)C)=O)C#N 3-(trans-4-(2-((S)-4-(benzo[b]thiophen-4-yl)-3-cyanopiperazin-1-yl)ethyl)cyclohexyl)-1,1-dimethylurea